C(C)(=O)NC1=C(C=C(C=C1)NC1=NC(=NC(=N1)NNC(=O)OC)SCC(=O)O)O 2-((4-((4-acetamido-3-hydroxyphenyl)amino)-6-(2-(methoxycarbonyl)hydrazinyl)-1,3,5-triazin-2-yl)thio)acetic acid